N=1C=C(N2N=CC=CC21)C2=CC1=C(C=N2)C(=NN1C1=C(C=C(C=C1)NS(=O)(=O)C)OC)NCCN1CCOCC1 N-(4-(6-(Imidazo[1,2-b]pyridazin-3-yl)-3-((2-morpholinoethyl)amino)-1H-pyrazolo[4,3-c]pyridin-1-yl)-3-methoxyphenyl)methanesulfonamide